2-(2-(4-chlorophenoxy)-5-hydroxy-8-bromo-1,7-naphthyridine-6-carboxamido)acetic acid ClC1=CC=C(OC2=NC3=C(N=C(C(=C3C=C2)O)C(=O)NCC(=O)O)Br)C=C1